L-2,4,6-tri(4-carboxyphenyl)-1,3,5-triazine C(=O)(O)C1=CC=C(C=C1)C1=NC(=NC(=N1)C1=CC=C(C=C1)C(=O)O)C1=CC=C(C=C1)C(=O)O